7-bromo-4-chloroquinoline BrC1=CC=C2C(=CC=NC2=C1)Cl